COC1=CC=C(C=N1)[C@@H]1N(C2=CC=CC=C2[C@@H]([C@]12C(=NN(C2=O)C2=CC=CC=C2)C)C=C)S(=O)(=O)C2=CC=C(C)C=C2 (2'S,4R,4'S)-2'-(6-methoxypyridin-3-yl)-3-methyl-1-phenyl-1'-tosyl-4'-vinyl-1',4'-dihydro-2'H-spiro[pyrazole-4,3'-quinolin]-5(1H)-one